6-[4-(CYCLOPROPYLAMINO)-3-ISOPROPYLIMIDAZO[4,5-C]PYRIDIN-6-YL]-2-OXO-1-[(1S,3S)-3-(PIPERIDIN-1-YL)CYCLOBUTYL]SPIRO[INDOLE-3,4'-PIPERIDIN] C1(CC1)NC1=NC(=CC2=C1N(C=N2)C(C)C)C2=CC=C1C(=C2)N(C(C12CCNCC2)=O)C2CC(C2)N2CCCCC2